N-(2-chloro-4-(trifluoromethyl)phenyl)-1-(4-(1-(2-(2,6-dioxopiperidin-3-yl)-1,3-dioxoisoindoline-5-yl)piperidin-4-yl)-1H-pyrazol-1-yl)cyclobutane-1-carboxamide ClC1=C(C=CC(=C1)C(F)(F)F)NC(=O)C1(CCC1)N1N=CC(=C1)C1CCN(CC1)C=1C=C2C(N(C(C2=CC1)=O)C1C(NC(CC1)=O)=O)=O